tert-butyl 3-(5-cyano-1-methyl-1H-pyrazol-4-yl)azetidine-1-carboxylate C(#N)C1=C(C=NN1C)C1CN(C1)C(=O)OC(C)(C)C